NC1=NC=C(C2=C1C=NN2C2OCCCC2)NC(=O)C(=O)N(CC2=C(C=CC=C2)Cl)CC2=CC=CC=C2 N-(4-amino-1-tetrahydropyran-2-yl-pyrazolo[4,3-c]pyridin-7-yl)-N'-benzyl-N'-[(2-chlorophenyl)methyl]oxamide